5-(Imidazo[1,2-a]pyridin-6-yl)-N-(tetrahydro-2H-pyran-4-yl)pyrrolo[2,1-f]triazin-2-amine N=1C=CN2C1C=CC(=C2)C=2C=CN1NN(C=CC12)NC1CCOCC1